N-(2-(1-((2-(2,6-dioxopiperidin-3-yl)-6-fluoro-1-oxoisoindoline-5-yl)methyl)piperidine-4-yl)-5-(2-hydroxypropan-2-yl)benzo[d]thiazol-6-yl)-6-(trifluoromethyl)pyridine-2-carboxamide O=C1NC(CCC1N1C(C2=CC(=C(C=C2C1)CN1CCC(CC1)C=1SC2=C(N1)C=C(C(=C2)NC(=O)C2=NC(=CC=C2)C(F)(F)F)C(C)(C)O)F)=O)=O